C(C)(C)(C)[Si](OC[C@@H]1[C@H]([C@@H]([C@@H](O1)N1C=C(C2=C1N=CN=C2NC(OC(C)C)=O)I)F)O)(C)C isopropyl (7-((2R,3S,4R,5R)-5-(((tertbutyldimethylsilyl)oxy)methyl)-3-fluoro-4-hydroxy tetrahydrofuran-2-yl)-5-iodo-7H-pyrrolo[2,3-d]pyrimidin-4-yl)carbamate